1-methyl-6-(1-methylcyclopropyl)-4-[[rac-(1R)-1-[3-(trifluoromethyl)phenyl]ethyl]amino]pyrido[3,4-d]pyridazin-7-one CC=1C=2C(C(=NN1)N[C@H](C)C1=CC(=CC=C1)C(F)(F)F)=CN(C(C2)=O)C2(CC2)C |r|